N1,N3-di-sec-butyl-2-methylcyclohexane-1,3-diamine C(C)(CC)NC1C(C(CCC1)NC(C)CC)C